3-((1R,4R)-4-hydroxy-4-methylcyclohexyl)urea OC1(CCC(CC1)NC(N)=O)C